3'-(pyrazin-2-ylmethyl)-[1,1'-biphenyl]-2-carboxylic acid methyl ester COC(=O)C=1C(=CC=CC1)C1=CC(=CC=C1)CC1=NC=CN=C1